BrC1=C(C(=C(C(=O)OC)C=C1I)NC(CC(=O)OCC)=O)F methyl 4-bromo-2-(3-ethoxy-3-oxopropanamido)-3-fluoro-5-iodobenzoate